3-(4-hydroxy-3,5-di-tert-butyl-phenyl)-propionate OC1=C(C=C(C=C1C(C)(C)C)CCC(=O)[O-])C(C)(C)C